(+)-Delta-Cadinene CC1=C[C@@H]2C(=C(C)CC[C@H]2C(C)C)CC1